C(C)(=O)OC(C)C1(CCC1)C1=NC(=C2C=NC(=NN21)N[C@@H]2[C@@H](CN(CC2)C(=O)OC(C)(C)C)F)Cl tert-butyl (3R,4S)-4-[(7-{1-[1-(acetyloxy)ethyl]cyclobutyl}-5-chloroimidazo[4,3-f][1,2,4]triazin-2-yl)amino]-3-fluoropiperidine-1-carboxylate